ClC1=CC=C(C(=N1)C(=O)N)O[C@H](C)C=1C=C(C=C2C(C(=C(OC12)C1=NN(N=C1)C)C)=O)C 6-Chloro-3-[(1R)-1-[3,6-dimethyl-2-(2-methyltriazol-4-yl)-4-oxo-chromen-8-yl]ethoxy]pyridine-2-carboxamide